[Si](C)(C)(C(C)(C)C)OC(CC1=CC=C(C=C1)N1C(N=C(C=C1)NC(=O)N1CCN(CC1)C(C(C)(C)NC(OC(C)(C)C)=O)=O)=O)CC tert-butyl (1-(4-((1-(4-(2-((tert-butyldimethylsilyl) oxy) butyl)phenyl)-2-oxo-1,2-dihydropyrimidin-4-yl)carbamoyl)piperazin-1-yl)-2-methyl-1-oxopropan-2-yl)carbamate